C(C)NCCC1=CC=C(C=C1)NC(=O)C1=C(C=C(C(=C1)OC)OC)N1CC=NC2=CC=CC=C12 N-(2-((4-(2-(Ethylamino)ethyl)phenyl)carbamoyl)-4,5-dimethoxyphenyl)quinoxaline